(2S,5R)-N-(azetidin-1-ylsulfonyl)-6-hydroxy-7-oxo-1,6-diazabicyclo[3.2.1]octane-2-carboximidamide N1(CCC1)S(=O)(=O)NC(=N)[C@H]1N2C(N([C@H](CC1)C2)O)=O